2-[3-[4-[8-chloro-7-[(2-methyl-3H-benzimidazol-5-yl)oxy]quinoxalin-2-yl]pyrazol-1-yl]azetidin-1-yl]acetic acid ClC=1C(=CC=C2N=CC(=NC12)C=1C=NN(C1)C1CN(C1)CC(=O)O)OC1=CC2=C(N=C(N2)C)C=C1